4-{(1S,3S)-2,2-dimethyl-3-[5-(2,3,5-trifluorophenyl)-1,2,4-oxadiazol-3-yl]cyclopropyl}benzenesulfonamide CC1([C@H]([C@@H]1C1=NOC(=N1)C1=C(C(=CC(=C1)F)F)F)C1=CC=C(C=C1)S(=O)(=O)N)C